O1CC(NC12CCOCC2)C(=O)O 1,8-Dioxa-4-azaspiro[4.5]decane-3-carboxylic acid